S(=O)(=O)(C1=CC=CC=2C(N(C)C)=CC=CC12)N(C)CC(=O)O DANSYL-Sarcosine